(R/S)-3-[[6-[3-(1,1-Difluoroethyl)-4-fluoro-phenyl]pyrazin-2-yl]methyl]-N-methyl-2-oxo-oxazolidine-5-carboxamide FC(C)(F)C=1C=C(C=CC1F)C1=CN=CC(=N1)CN1C(O[C@H](C1)C(=O)NC)=O |r|